1,1'-(oxydi-1,4-phenylene)bis(prop-2-yn-1-one) O(C1=CC=C(C=C1)C(C#C)=O)C1=CC=C(C=C1)C(C#C)=O